1-(7-bromo-1-methyl-3,4-dihydroisoquinolin-2(1H)-yl)-2,2,2-trifluoroethan-1-one BrC1=CC=C2CCN(C(C2=C1)C)C(C(F)(F)F)=O